Cl.C(C1=CC=CC=C1)OC1=C2CC(NCC2=CC=C1OC)C(=O)OCC ethyl 5-(benzyloxy)-6-methoxy-1,2,3,4-tetrahydroisoquinoline-3-carboxylate hydrochloride